C(C)(C)(C)OC(=O)C1CC2C(N(C1C1=CC=C(C=C1)NC1CCCC1)C(C1=C(C=CC=C1C)F)=O)CCC2 tert-butyl-2-[4-(cyclopentylamino)phenyl]-1-(2-fluoro-6-methyl-benzoyl)-2,3,4,4a,5,6,7,7a-octahydrocyclopenta[b]pyridine-3-carboxylate